ClC=1N=NC(=CC1[Si](C)(C)C)NN 3-chloro-6-hydrazino-4-(trimethylsilyl)pyridazine